2-((5-((11-oxo-10,11-dihydrodibenzo[b,f][1,4]oxazepine-8-carboxamido)methyl)thiazol-2-yl)thio)acetic acid O=C1NC2=C(OC3=C1C=CC=C3)C=CC(=C2)C(=O)NCC2=CN=C(S2)SCC(=O)O